1-(4-(1-Cyclopentyl-3-methyl-7-(1-((methylsulfonyl)methyl)-1H-pyrazol-4-yl)-2-oxo-1,2,3,6-tetrahydroimidazo[4,5-d]pyrrolo[2,3-b]pyridin-8-yl)phenyl)cyclopropan-1-carbonitril C1(CCCC1)N1C(N(C=2C1=C1C(=NC2)NC(=C1C1=CC=C(C=C1)C1(CC1)C#N)C=1C=NN(C1)CS(=O)(=O)C)C)=O